2-(4-phenyl-1H-imidazol-2-yl)piperidin C1(=CC=CC=C1)C=1N=C(NC1)C1NCCCC1